tert-butyl (4-cyano-1-isopropyl-3-((5-(2-phenylacetylamino)pyridin-3-yl)carbamoyl)-1H-pyrazol-5-yl)carbamate C(#N)C=1C(=NN(C1NC(OC(C)(C)C)=O)C(C)C)C(NC=1C=NC=C(C1)NC(CC1=CC=CC=C1)=O)=O